2-(3-fluoro-4-nitrophenyl)-1-morpholinoethan-1-one FC=1C=C(C=CC1[N+](=O)[O-])CC(=O)N1CCOCC1